5-(3-(3,3-dimethylbutoxy)phenyl)-4-(2-isopropylphenyl)thiazol-2-amine CC(CCOC=1C=C(C=CC1)C1=C(N=C(S1)N)C1=C(C=CC=C1)C(C)C)(C)C